ClC1=C(C=CC(=C1)OC1=CC=C(C=C1)Cl)C1(OCC(O1)C)CN1N=CN=C1 1-[[2-[2-chloro-4-(4-chlorophenoxy)phenyl]-4-methyl-1,3-dioxolan-2-yl]methyl]-1,2,4-triazole